ClC1=NN(C=C1N(C(CCS(=O)CCC(F)(F)F)=O)CC)C=1C=NC=CC1 (-)-N-[3-Chloro-1-(3-pyridinyl)-1H-pyrazol-4-yl]-N-ethyl-3-[(3,3,3-trifluoropropyl)sulfinyl]-propanamide